CN(C=O)C dimethyl-formamid